FC1=CC=C(OC=2C(=NC3=CC=CC=C3N2)C(=O)NC2=CC(=CC=C2)S(N)(=O)=O)C=C1 3-(4-fluorophenoxy)-N-(3-sulfamoylphenyl)quinoxaline-2-carboxamide